3-(methoxycarbonyl)cyclobutane-1-carboxylic acid COC(=O)C1CC(C1)C(=O)O